C(C)NC(=O)N1[C@H]([C@H](CCC1)NS(=O)(=O)C)CC=1C=C(C=CC1)C1=C(C=CC=C1)OC cis-N-ethyl-2-((2'-methoxybiphenyl-3-yl)methyl)-3-((methylsulfonyl)amino)piperidine-1-carboxamide